(2S,4R)-N-[(S)-(5-cyclopropyl-6-fluoropyridin-2-yl)(phenyl)methyl]-1-{2-[4-(diethylamino)-2H-1,2,3-triazol-2-yl]acetyl}-4-fluoropyrrolidine-2-carboxamide C1(CC1)C=1C=CC(=NC1F)[C@@H](NC(=O)[C@H]1N(C[C@@H](C1)F)C(CN1N=CC(=N1)N(CC)CC)=O)C1=CC=CC=C1